FC=1C=C2C(=NC1)NC=C2N2N=C(C=CC2=O)N[C@H](CC(=O)O)CC (S)-3-((1-(5-fluoro-1H-pyrrolo[2,3-b]pyridin-3-yl)-6-oxo-1,6-dihydropyridazin-3-yl)amino)pentanoic acid